CCCCC(CC)COP(=O)(OCC(CC)CCCC)OCC(CC)CCCC Triethylhexyl Phosphate